5-[(1R,5s)-3,8-diazabicyclo[3.2.1]oct-3-yl]-N-[(1R)-1-[3,4-dimethoxy-5-(1-methylpyrazol-4-yl)phenyl]ethyl]-2-methyl-benzamide [C@H]12CN(C[C@H](CC1)N2)C=2C=CC(=C(C(=O)N[C@H](C)C1=CC(=C(C(=C1)C=1C=NN(C1)C)OC)OC)C2)C